NC(CCC(C(=O)NCCOCCOCCN)NC(OCC1=CC=CC=C1)=O)=O benzyl (5-amino-1-((2-(2-(2-aminoethoxy)ethoxy) ethyl)amino)-1,5-dioxopentan-2-yl)carbamate